C1=CC=C2C(=C1)C(=CN2)CC(=NOS(=O)(=O)O)S[C@H]3[C@@H]([C@H]([C@@H]([C@H](O3)CO)O)O)O The molecule is an indolylmethylglucosinolic acid that is 1-thio-beta-D-glucopyranose having a 2-(1H-indol-3-yl)-N-(sulfooxy)ethanimidoyl group attached to the anomeric sulfur. It is an indolylmethylglucosinolic acid and an indolyl carbohydrate. It is a conjugate acid of a glucobrassicin(1-).